(6aS,7aR)-4-(1,6-dimethyl-1H-indazol-7-yl)-2-((5S)-5-(hydroxymethyl)-2-(2-propenoyl)-2,6-diazaspiro[3.4]octan-6-yl)-6,6a,7,7a-tetrahydro-5H-cyclopropa[h]quinoline-3-carbonitrile CN1N=CC2=CC=C(C(=C12)C1=C(C(=NC=2[C@H]3[C@@H](CCC12)C3)N3[C@@H](C1(CN(C1)C(C=C)=O)CC3)CO)C#N)C